FC1=CC(=CC=2N(C(=NC21)N2C[C@H]([C@@H](CC2)F)N)CC2=NC=C(C=N2)OC)F (3R,4R)-1-(4,6-difluoro-1-((5-methoxy-2-pyrimidinyl)methyl)-1H-benzimidazol-2-yl)-4-fluoro-3-piperidinamine